N-n-propylvinylamine C(CC)NC=C